NC1=C(SC=2N=C(SC21)C)C(=O)NC2CC=1C(=CC(=NC1CC2)N2CCC1C2CNC1)F 6-amino-N-(4-fluoro-2-{octahydropyrrolo[2,3-c]pyrrol-1-yl}-5,6,7,8-tetrahydroquinolin-6-yl)-2-methylthieno[2,3-d][1,3]thiazole-5-carboxamide